7-bromo-3,6-dimethyl-1H-pyrrolo[3,2-c]pyridine BrC=1C2=C(C=NC1C)C(=CN2)C